S(=O)(=O)(C1=CC=C(C)C=C1)C(C1=CC=C(C=C1)[N+](=O)[O-])[N+]#[C-] TOSYL-(4-NITROBENZYL) ISOCYANIDE